2-(6-(2,3-dichloro-6-methoxyphenyl)imidazo[1,2-a]pyridin-2-yl)ethan-1-ol ClC1=C(C(=CC=C1Cl)OC)C=1C=CC=2N(C1)C=C(N2)CCO